S-(2-(4-fluorophenyl)-3-hydroxypropyl) ethanethioate C(C)(SCC(CO)C1=CC=C(C=C1)F)=O